6-iodo-4-methylheptyl nonyloxymethyl ether C(CCCCCCCC)OCOCCCC(CC(C)I)C